BrC1=NC(=CC(=C1OCOC)OCC(C)=O)I 1-((2-bromo-6-iodo-3-(methoxymethoxy)pyridin-4-yl)oxy)propane-2-one